N-((1S,2R)-2-hydroxy-2,3-dihydro-1H-inden-1-yl)-2-(4-(methylcarbamoyl)phenyl)benzo[d]imidazo[2,1-b]thiazole-7-carboxamide hemi-formate salt C(=O)O.O[C@H]1[C@H](C2=CC=CC=C2C1)NC(=O)C1=CC2=C(N3C(S2)=NC(=C3)C3=CC=C(C=C3)C(NC)=O)C=C1.O[C@H]1[C@H](C3=CC=CC=C3C1)NC(=O)C1=CC3=C(N2C(S3)=NC(=C2)C2=CC=C(C=C2)C(NC)=O)C=C1